F[P-](F)(F)(F)(F)F.N1(N=NC2=C1C=CC=C2)O[P+](N(C)C)(N(C)C)N(C)C (Benzotriazol-1-yloxy)tris-(dimethylamino)-phosphonium hexafluorophosphate